C(C1=CC=CC=C1)OC1=C(N(C=CC1=O)C[C@H](O)C1=CC(=C(C=C1)OC)OC)C (R)-3-(benzyloxy)-1-(2-(3,4-dimethoxyphenyl)-2-hydroxyethyl)-2-methylpyridin-4(1H)-one